(R)-2-methyl-N-{(1S)-1-(tetrahydro-2H-pyran-4-yl)ethyl}-2-propanesulfinamide CC(C)(C)[S@@](=O)N[C@@H](C)C1CCOCC1